C(C)(C)(C)OC(=O)N1CC(CCC1)C(NC1=CC(=CC=C1)C(C)N)=O tert-butyl-3-((3-(1-aminoethyl)phenyl)carbamoyl)piperidine-1-carboxylate